4-chloro-5-((2-fluorophenyl)ethynyl)-1H-pyrrolo[2,3-b]Pyridine ClC1=C2C(=NC=C1C#CC1=C(C=CC=C1)F)NC=C2